tert-butyl 4-(4-bromo-1H-indol-2-yl)piperidine-1-carboxylate BrC1=C2C=C(NC2=CC=C1)C1CCN(CC1)C(=O)OC(C)(C)C